O[C@@H]1C[C@H](N(C1)C(=O)[C@@H](C(C)C)C1=CC(=NO1)OC1N(CC1)C(=O)[O-])C(N[C@@H](C)C1=CC=C(C=C1)C1=C(N=CS1)C)=O [5-[(1S)-1-[(2S,4R)-4-hydroxy-2-[[(1S)-1-[4-(4-methylthiazol-5-yl)phenyl]ethyl]carbamoyl]pyrrolidine-1-carbonyl]-isobutyl]isoxazol-3-yl]oxyazetidine-1-carboxylate